2-Amino-N-{1-[8-chloro-5-(1,1-dioxido-1,4-thiazepan-4-yl)imidazo[1,5-a]pyridin-6-yl]ethyl}pyrazolo[1,5-a]pyrimidine-3-carboxamide trifluoroacetate salt FC(C(=O)O)(F)F.NC1=NN2C(N=CC=C2)=C1C(=O)NC(C)C=1C=C(C=2N(C1N1CCS(CCC1)(=O)=O)C=NC2)Cl